CC1=CC=C(C=C1)S(=O)(=O)O.CC1=CC=C(C=C1)S(=O)(=O)O p-toluenesulfonic acid, p-toluenesulfonic acid salt